C(C)(=O)N1[C@H]([C@H](CCC1)NS(=O)(=O)C)CO[C@@H]1CC[C@@H](CC1)C1=C(C=CC=C1)F N-((2R,3S)-1-acetyl-2-(((cis-4-(2-fluorophenyl)cyclohexyl)oxy)-methyl)piperidin-3-yl)methanesulfonamide